FC1=C(C=CC(=C1)F)[C@@H](C)NC(=O)C=1C(C(=C(N(C1)CC(OC)OC)C(=O)OC)OC)=O methyl (R)-5-(1-(2,4-difluorophenyl) ethylcarbamoyl)-1-(2,2-dimethoxyethyl)-3-methoxy-4-oxo-1,4-dihydropyridine-2-carboxylate